1,2-bis(carboxymethyl-thio)-ethane C(=O)(O)CSCCSCC(=O)O